OCCS(=O)(=O)NC1=CC(=C(C(=O)NC2=CC=3N(C(=N2)C(C)(C)O)C=CN3)C=C1)N1CCC3(CC3)CC1 4-((2-hydroxyethyl)sulfonamido)-N-(5-(2-hydroxypropan-2-yl)imidazo[1,2-c]pyrimidin-7-yl)-2-(6-azaspiro[2.5]octan-6-yl)benzamide